tert-butyl (R)-(4-(azetidin-1-yl)-1-(phenylthio)butan-2-yl)carbamate N1(CCC1)CC[C@H](CSC1=CC=CC=C1)NC(OC(C)(C)C)=O